N-(4-(2-(3-acetamidophenyl)-3H-imidazo[4,5-b]pyridin-7-yl)-2-fluorobenzyl)-3-(tert-butyl)-1,2,4-oxadiazole-5-carboxamide C(C)(=O)NC=1C=C(C=CC1)C1=NC=2C(=NC=CC2C2=CC(=C(CNC(=O)C3=NC(=NO3)C(C)(C)C)C=C2)F)N1